N-cyclopropyl-5-[[(3,4-dimethylpyrimido[4',5':4,5]thieno[2,3-c]pyridazin-8-yl)amino]methyl]-2-fluoro-benzamide C1(CC1)NC(C1=C(C=CC(=C1)CNC1=NC=NC2=C1SC=1N=NC(=C(C12)C)C)F)=O